O=C1NC(CCC1C1=CC=C(OCCOCCOC2=C(C=NC=C2)C2CN(C2)C(=O)OC(C)(C)C)C=C1)=O tert-butyl 3-(4-(2-(2-(4-(2,6-dioxopiperidin-3-yl)phenoxy)ethoxy)ethoxy)pyridin-3-yl)azetidine-1-carboxylate